FC(OC1=C2C=C(NC2=CC=C1)C(=O)O)F 4-(difluoromethoxy)-1H-indole-2-carboxylic acid